CNC1=CC=CC=2N=C(N(C21)CC=2C=NC=CC2)C2=NON=C2C N-methyl-2-(4-methyl-1,2,5-oxadiazol-3-yl)-3-(pyridin-3-ylmethyl)benzoimidazol-4-amine